S1C2=C(NCC1)C=NC=C2 3,4-dihydro-2H-pyrido[4,3-b][1,4]thiazine